N-(3-aminopropyl)-1-(4-((3-(3-fluoro-4-methoxyphenyl)imidazo[1,2-a]pyrazin-8-yl)amino)-2-methylbenzoyl)piperidine-4-carboxamide hydrochloride Cl.NCCCNC(=O)C1CCN(CC1)C(C1=C(C=C(C=C1)NC=1C=2N(C=CN1)C(=CN2)C2=CC(=C(C=C2)OC)F)C)=O